tert-butyl 4-((4-(5-(4-((4-(2-(3-chloro-5-cyanophenyl)propan-2-yl)phenoxy)methyl)pyrimidin-2-yl)hexahydropyrrolo[3,4-c]pyrrol-2(1H)-yl)piperidine-1-yl)methyl)piperidine-1-carboxylate ClC=1C=C(C=C(C1)C#N)C(C)(C)C1=CC=C(OCC2=NC(=NC=C2)N2CC3C(C2)CN(C3)C3CCN(CC3)CC3CCN(CC3)C(=O)OC(C)(C)C)C=C1